CN1C(C(=C(C2=CC=CC=C12)N1CC[C@H](CCC1)OC1=CC=C(C=C1)OC(F)(F)F)C#N)=O 1-methyl-2-oxo-4-{(4S)-4-[4-(trifluoromethoxy)phenoxy]azepan-1-yl}-1,2-dihydroquinoline-3-carbonitrile